OC=C1C(CC(CC1=O)C1=C(C=CC(=C1)OC)Br)=O 2-(hydroxymethylene)-5-(2-bromo-5-methoxyphenyl)cyclohexane-1,3-dione